N-(2-hydroxyethyl)pyridineamide OCCNC(=O)C1=NC=CC=C1